ClC=1C=C2C(=NC(=NC2=C(C1C1=C(C(=CC=C1O)F)F)F)OCCN1CCOCC1)N1CCN(CC1)C(C=C)=O 1-(4-(6-chloro-7-(2,3-difluoro-6-hydroxyphenyl)-8-fluoro-2-(2-morpholino-ethoxy)quinazolin-4-yl)piperazin-1-yl)prop-2-en-1-one